C(C)(=O)[O-].C(C)(=O)O.C(C)(=O)O.C(C)(=O)[O-].[Na+].[Na+] disodium tetraacetic acid salt